Methyl 2-(5-((8-allyl-6-(2,6-dimethylphenyl)-7-oxo-5,6,7,8-tetrahydropyrimido[4,5-d]pyrimidin-2-yl)amino)-2-(4-methylpiperazin-1-yl)phenyl)acetate C(C=C)N1C(N(CC2=C1N=C(N=C2)NC=2C=CC(=C(C2)CC(=O)OC)N2CCN(CC2)C)C2=C(C=CC=C2C)C)=O